[5-(trifluoromethyl)-2-furyl]methanone FC(C1=CC=C(O1)C=O)(F)F